C(C)[C@](N)(CC1=CC=CC=C1)C(=O)O D-α-ethylphenylalanine